4-methoxyphenylsilane COC1=CC=C(C=C1)[SiH3]